ClC=1C=NC(=NC1)N1CCC(CC1)CCCOC1=CC(=C(C=C1)CC(=O)N1CCC12CN(C2)C[C@@H]([C@H]([C@@H]([C@@H](CO)O)O)O)O)F 2-(4-(3-(1-(5-chloropyrimidin-2-yl)piperidin-4-yl)propoxy)-2-fluorophenyl)-1-(6-((2S,3R,4R,5R)-2,3,4,5,6-pentahydroxyhexyl)-1,6-diazaspiro[3.3]heptan-1-yl)ethan-1-one